tert-butyl N-[4-[[2-[6-(methoxymethoxy)-2,7-dimethyl-indazol-5-yl]-4-methyl-pyrimidine-5-carbonyl]amino]cyclohexyl]carbamate COCOC=1C(=CC2=CN(N=C2C1C)C)C1=NC=C(C(=N1)C)C(=O)NC1CCC(CC1)NC(OC(C)(C)C)=O